(R)-2-(2-(7-(3-(aminomethyl)-2-fluorophenyl)benzofuran-5-yl-2,3-d2)-4-methyl-3,4-Dihydro-2H-benzo[b][1,4]oxazin-8-yl)ethyl acetate C(C)(=O)OCCC1=CC=CC2=C1O[C@@H](CN2C)C=2C=C(C1=C(C(=C(O1)[2H])[2H])C2)C2=C(C(=CC=C2)CN)F